triaminobenzooxazine NC1=CC=CC2=C1C(=C(NO2)N)N